ClC1=NC=C(C(=C1)OC1=NC=CC2=CC(=CC(=C12)O[C@H](C(F)(F)F)C)N1N=C(N(C1=O)CC)CO)Cl (S)-1-(1-((2,5-Dichloropyridin-4-yl)oxy)-8-((1,1,1-trifluoropropan-2-yl)oxy)isoquinolin-6-yl)-4-ethyl-3-(hydroxymethyl)-1H-1,2,4-triazol-5(4H)-one